COPPER-NICKEL-SILICON-MANGANESE [Mn].[Si].[Ni].[Cu]